tert-butyl N-{[4-(2-bromo-1,3-thiazole-5-amido)phenyl]methyl}carbamate BrC=1SC(=CN1)C(=O)NC1=CC=C(C=C1)CNC(OC(C)(C)C)=O